N-(3-(difluoromethyl)-1-(piperidin-4-yl)-1H-pyrazol-4-yl)-5-morpholinopyrazolo[1,5-a]Pyrimidine-3-carboxamide hydrochloride Cl.FC(C1=NN(C=C1NC(=O)C=1C=NN2C1N=C(C=C2)N2CCOCC2)C2CCNCC2)F